4-fluoro-1-(2-fluoro-4-hydroxyphenyl)-N'-hydroxy-1H-indole-3-carboximidamide FC1=C2C(=CN(C2=CC=C1)C1=C(C=C(C=C1)O)F)C(N)=NO